FC1=C(C=CC=C1F)[C@]1([C@@H]2CCN(C[C@H]12)C1=CN=C2C(=N1)NN=C2C2=C1C=CC=NC1=C(C=C2)OC)CN ((1S,6R,7R)-7-(2,3-difluorophenyl)-3-(3-(8-methoxyquinolin-5-yl)-1H-pyrazolo[3,4-b]pyrazin-6-yl)-3-azabicyclo[4.1.0]heptan-7-yl)methanamine